C1=CC=CC=2C3=CC=CC=C3C(C12)N([C@H](C(=O)O)CC1=C(C=CC=C1)C)C(=O)OC (2S)-2-(9H-fluoren-9-yl-methoxycarbonylamino)-3-(2-methylphenyl)propanoic acid